(2,5-difluorobenzyl)-N-methyl-3-nitropyrazole FC1=C(CC=2C(=NN(C2)C)[N+](=O)[O-])C=C(C=C1)F